estra-1,3,5(10)-trien-3-ol C[C@@]12CCC[C@H]1[C@@H]1CCC=3C=C(C=CC3[C@H]1CC2)O